(S)-N-(3-(4-(3-aminoprop-1-yn-1-yl)phenyl)prop-2-yn-1-yl)-2-(4-(4-chlorophenyl)-2,3,9-trimethyl-6H-thieno[3,2-f][1,2,4]triazolo[4,3-a][1,4]diazepin-6-yl)acetamide hydrochloride Cl.NCC#CC1=CC=C(C=C1)C#CCNC(C[C@H]1C=2N(C3=C(C(=N1)C1=CC=C(C=C1)Cl)C(=C(S3)C)C)C(=NN2)C)=O